[Mg+2].C(CCCCCCCCCCCCCCC)(=O)[O-].C(CCCCCCCCCCCCCCC)(=O)[O-] Palmitic acid magnesium salt